tetrazinate N1=NN=NC(=C1)C(=O)[O-]